4-(2-{[(2R,7aS)-2-fluoro-hexahydro-1H-pyrrolizin-7a-yl]methoxy}-8-fluoro-4-[(1R,4R)-2-oxa-5-azabicyclo[2.2.1]heptan-5-yl]pyrido[4,3-d]pyrimidin-7-yl)-5-ethynyl-6-fluoronaphthalen-2-ol F[C@@H]1C[C@@]2(CCCN2C1)COC=1N=C(C2=C(N1)C(=C(N=C2)C2=CC(=CC1=CC=C(C(=C21)C#C)F)O)F)N2[C@H]1CO[C@@H](C2)C1